5-(4-(1,3-dioxolan-2-yl)piperidin-1-yl)pyridine-2-carboxylic acid O1C(OCC1)C1CCN(CC1)C=1C=CC(=NC1)C(=O)O